2-(3-ethylsulfonyl-pyridin-2-yl)-3-methyl-6-trifluoromethyl-3H-imidazo[4,5-b]pyridine 4-oxide C(C)S(=O)(=O)C=1C(=NC=CC1)C1=NC=2C(=[N+](C=C(C2)C(F)(F)F)[O-])N1C